6-(4-fluorobenzyl)-2-methyl-5-oxo-5,6-dihydro-1,6-naphthyridine-3-carboxylic acid FC1=CC=C(CN2C(C=3C=C(C(=NC3C=C2)C)C(=O)O)=O)C=C1